N1CCC(CC1)N(C(=O)C=1N=C(NC1)C=1C=NN(C1)C1=NC=CC=C1)C(C)C N-(piperidin-4-yl)-N-(propan-2-yl)-2-[1-(pyridin-2-yl)-1H-pyrazol-4-yl]-1H-imidazole-4-carboxamide